The molecule is a member of 1-benzofurans, an aromatic ether and a polyphenol. It has a role as a metabolite, an anti-inflammatory agent and a plant metabolite. CC1=C(OC2=CC(=C(C=C12)O)OC)C3=CC=C(C=C3)O